C(C)(C)(C)C=1C=CC(=C(C1)NC(=O)C=1N=NN(C1C)C1=C(C=CC(=C1)OC)OC)OCCCCCCCCI N-(5-(tert-butyl)-2-((8-iodooctyl)oxy)phenyl)-1-(2,5-dimethoxyphenyl)-5-methyl-1H-1,2,3-triazole-4-carboxamide